3,4-dihydro-2H,6H-[1,4]thiazepino[2,3,4-ii]quinazolin-6-one S1CCCN2C(N=CC3=CC=CC1=C23)=O